(R)-2-((1-(2-cyano-7-methyl-3-(1-oxa-7-azaspiro[3.5]nonan-7-yl)quinoxalin-5-yl)ethyl)amino)benzoic acid C(#N)C1=NC2=CC(=CC(=C2N=C1N1CCC2(CCO2)CC1)[C@@H](C)NC1=C(C(=O)O)C=CC=C1)C